(4-(8-chloro-7-((2-methyl-1H-benzo[d]imidazol-6-yl)oxy)quinoxalin-2-yl)-1H-pyrazol-1-yl)quinuclidine ClC=1C(=CC=C2N=CC(=NC12)C=1C=NN(C1)C1N2CCC(C1)CC2)OC=2C=CC1=C(NC(=N1)C)C2